ClC1=C(C=CC(=C1)NC=1C=2N(C=CN1)C(=CN2)C=2C(=NN(C2)CC2=NN(C(=C2)C)C)C(F)(F)F)C(=O)N2CCNCC2 [2-chloro-4-[[3-[1-[(1,5-dimethylpyrazol-3-yl)methyl]-3-(trifluoromethyl)pyrazol-4-yl]imidazo[1,2-a]pyrazin-8-yl]amino]phenyl]-piperazin-1-ylmethanone